2-(4-methylphenyl)-7,8-dihydrofuro[2,3-D]pyrrolo[1,2-a]pyrimidin-4(6H)-thione CC1=CC=C(C=C1)C1=CC2=C(N=C3N(C2=S)CCC3)O1